tert-butyl (5-fluoro-3-((pyrimidin-5-ylmethyl)amino)pyridin-2-yl)carbamate FC=1C=C(C(=NC1)NC(OC(C)(C)C)=O)NCC=1C=NC=NC1